4-keto-tetrahydropyrrole-1-carboxylic acid O=C1CCN(C1)C(=O)O